(S,E)-N2-isopropyl-N2-methyl-N5-(4-(methylsulfonyl)but-3-en-2-yl)-4-phenoxyquinazoline-2,5-diamine C(C)(C)N(C1=NC=2C=CC=C(C2C(=N1)OC1=CC=CC=C1)N[C@@H](C)\C=C\S(=O)(=O)C)C